C1(CC1)CN1C(=CC2=CC=CC(=C12)OCC1COC1)C1=NC=2C(=CC=3CCN(C(C3C2)=O)C[C@@H](CF)NC(OC(C)(C)C)=O)N1C tert-butyl (S)-(1-(2-(1-(cyclopropylmethyl)-7-(oxetan-3-ylmethoxy)-1H-indol-2-yl)-1-methyl-5-oxo-1,5,7,8-tetrahydro-6H-imidazo[4,5-g]isoquinolin-6-yl)-3-fluoropropan-2-yl)carbamate